di-tert-butyl (2S)-7-methyl-6-(2-methyl-2H-tetrazol-5-yl)-3,4-dihydro-1H-spiro[1,8-naphthyridine-2,3'-pyrrolidine]-1,1'-dicarboxylate CC1=C(C=C2CC[C@]3(CN(CC3)C(=O)OC(C)(C)C)N(C2=N1)C(=O)OC(C)(C)C)C=1N=NN(N1)C